5-[2-(5-fluoro-2-{8-oxatricyclo[7.4.0.02,7]trideca-1(9),2(7),3,5,10,12-hexaene-5-sulfonamido}phenyl)ethynyl]-3-methylpyridine-2-carboxylic acid FC=1C=CC(=C(C1)C#CC=1C=C(C(=NC1)C(=O)O)C)NS(=O)(=O)C=1C=CC=2C=3C=CC=CC3OC2C1